(6-benzyloxy-3-fluoro-2-pyridyl)-[6-bromo-2-chloro-3-(trifluoromethyl)phenyl]methanone C(C1=CC=CC=C1)OC1=CC=C(C(=N1)C(=O)C1=C(C(=CC=C1Br)C(F)(F)F)Cl)F